C1(=CC=CC=C1)[C@H](C)OC(=O)C1CC2(CC(C2)NC(=O)C2=CN(C3=NC=CC(=C32)CC3=CC=C(C=C3)C(F)(F)F)CC)C1 trans-(S)-2-[[1-ethyl-4-[[4-(trifluoromethyl)phenyl]methyl]-pyrrolo[2,3-b]pyridine-3-carbonyl]amino]spiro[3.3]heptane-6-carboxylic acid 1-phenylethyl ester